methyl 4-({2-chloro-3-[(1-methylcyclopropyl) carbamoyl] phenyl} amino)-3-cyclopropylbenzoate ClC1=C(C=CC=C1C(NC1(CC1)C)=O)NC1=C(C=C(C(=O)OC)C=C1)C1CC1